BrC1=C(C=C(C(=O)NCC2=CC(=CC=C2)C(F)(F)F)C=C1)[N+](=O)[O-] 4-bromo-3-nitro-N-(3-(trifluoromethyl)benzyl)benzamide